tert-butyl (S)-2-(cyanomethyl)-4-(2-(methylthio)-5,6,7,8-tetrahydropyrido[3,4-d]pyrimidin-4-yl)piperazine-1-carboxylate C(#N)C[C@@H]1N(CCN(C1)C=1C2=C(N=C(N1)SC)CNCC2)C(=O)OC(C)(C)C